CC1=NC(=CC(=N1)N1CC2(CC1=O)CCCC2)N2CC(C2)C2=NC1=C(N2C)C=CC=C1 2-(2-methyl-6-(3-(1-methyl-1H-benzo[d]imidazol-2-yl)azetidin-1-yl)pyrimidin-4-yl)-2-azaspiro[4.4]nonan-3-one